4-((1-methylpiperidin-4-yl)amino)-1-(2,2,2-trifluoroethyl)-1H-indol CN1CCC(CC1)NC1=C2C=CN(C2=CC=C1)CC(F)(F)F